C(C1=CC=CC=C1)OC([C@H](N(C(C1=C(C=CC(=C1)\N=N\C1=NC=2C(=C3C(=NC2)NC=C3)N1C1CCC(CC1)CC#N)O)=O)CC1=CC=CC=C1)CCCCNC(=O)OC(C)(C)C)=O benzyl-N6-Boc-N2-(5-((E)-(1-((1r,4R)-4-(cyanomethyl)cyclohexyl)-1,6-dihydroimidazo[4,5-d]pyrrolo[2,3-b]pyridin-2-yl)diazenyl)-2-hydroxybenzoyl)-D-lysine benzyl ester